BrC=1C(=NC(=NC1)NC1=C(C=C(C(=C1)OC)N1CCC(CC1)N1CCN(CC1)C)C)NC1=C(C=CC(=C1)F)C(C)(C)O 2-(2-((5-Bromo-2-((5-methoxy-2-methyl-4-(4-(4-methylpiperazin-1-yl)piperidin-1-yl)phenyl)amino)pyrimidin-4-yl)amino)-4-fluorophenyl)propan-2-ol